(S)-6-amino-2-((tert-butoxycarbonyl)amino)hexanoic acid hydrochloride salt Cl.NCCCC[C@@H](C(=O)O)NC(=O)OC(C)(C)C